C(C)(C)(C)OC(=O)N1C(CNCC1)C1=CC=C(C=C1)C=1C=C2C(=NC1)NC=C2C(C2=CC=C(C=C2)F)=O (4-(3-(4-fluorobenzoyl)-1H-pyrrolo[2,3-b]pyridin-5-yl)phenyl)piperazine-1-carboxylic acid tert-butyl ester